10-([1,1'-biphenyl]-4-yl)-3-chloro-9,9-dimethyl-l-9,10-dihydroacridine C1(=CC=C(C=C1)N1C=2C=C(C=CC2C(C2=CC=CC=C12)(C)C)Cl)C1=CC=CC=C1